FC=1C=C(C#N)C=CC1COC=1SC=C(N1)C1CCNCC1 3-fluoro-4-(((4-(piperidin-4-yl)thiazol-2-yl)oxy)methyl)benzonitrile